C[C@@H]1[C@@H](N=C2N1C1=CC=C(C=C1C(N2CC=2C=NN(C2)C)=O)S(=O)(=O)NC2(CC2)C)C (1R,2S)-1,2-dimethyl-4-((1-methyl-1H-pyrazol-4-yl)methyl)-N-(1-methylcyclopropyl)-5-oxo-1,2,4,5-tetrahydroimidazo[1,2-a]quinazoline-7-sulfonamide